N1(CCNCC1)C1=NC(=NC(=N1)C=C)C=C 2-(piperazin-1-yl)-4,6-divinyl-1,3,5-triazine